Benzyl 4-(3-hydroxy-3-methyl-but-1-ynyl)-2,6-dimethyl-7-oxo-1H-pyrrolo[2,3-c]pyridine-3-carboxylate OC(C#CC=1C2=C(C(N(C1)C)=O)NC(=C2C(=O)OCC2=CC=CC=C2)C)(C)C